BrC=1SC2=C(N1)C=C1C(N=C(S1)Br)=C2 2,6-dibromobenzo[1,2-d:4,5-d']bisthiazole